FC=1C=C(C=C(C1)F)C=1C(OC2=CC(=CC=C2C1C)OC1OCCCC1)C1=CC=C(C=C1)I 3-(3,5-difluorophenyl)-2-(4-iodophenyl)-4-methyl-7-(tetrahydropyran-2-yloxy)-2H-chromene